C(C1=CC=CC=C1)N(CCCO)CCCO 3,3'-(benzylazanediyl)dipropan-1-ol